[(1R)-1-[[tert-butyl(dimethyl)silyl]oxymethyl]-2-fluoroethyl] methanesulfonate CS(=O)(=O)O[C@@H](CF)CO[Si](C)(C)C(C)(C)C